OC=1C(NC=NC1CS(=O)(=O)C1=CC=C(C=C1)C#CC1=CC=C(C=C1)CN1CCOCC1)=O 5-hydroxy-6-(((4-((4-(morpholinomethyl)phenyl)ethynyl)phenyl)sulfonyl)methyl)pyrimidin-4(3H)-one